6-chloro-N-[3-methyl-4-(1-methylbenzotriazol-5-yl)oxy-phenyl]pyrimido[5,4-d]pyrimidin-4-amine ClC=1N=CC=2N=CN=C(C2N1)NC1=CC(=C(C=C1)OC1=CC2=C(N(N=N2)C)C=C1)C